benzyl (S)-4-(5-amino-2-((1-methylpyrrolidin-2-yl)methoxy)-6-(naphthalen-1-ylcarbamoyl)pyrimidin-4-yl)piperazine-1-carboxylate NC=1C(=NC(=NC1C(NC1=CC=CC2=CC=CC=C12)=O)OC[C@H]1N(CCC1)C)N1CCN(CC1)C(=O)OCC1=CC=CC=C1